NC1(CCN(CC1)C([C@@H](CCCCN)NC(C(CCCCCF)NC([C@@H](CC1=CC=CC=C1)NC([C@@H](CC1=CC=CC=C1)N)=O)=O)=O)=O)C(=O)O 4-amino-1-[(2R)-6-amino-2-[[2-[[(2R)-2-[[(2R)-2-amino-3-phenyl-propionyl]Amino]-3-phenyl-propionyl]amino]-7-fluoro-heptanoyl]amino]hexanoyl]piperidine-4-carboxylic acid